BrC1=CC=C(C=C1)[C@@H]1[C@@H](C1)C(=O)O (1R,2S)-2-(4-bromophenyl)cyclopropane-1-carboxylic acid